(3R,5R)-1-{2-[1-(cyclopropylmethyl)-1H-indol-2-yl]-7-methoxy-1-[(1,2-oxazol-3-yl)methyl]-1H-1,3-benzodiazole-5-carbonyl}-5-fluoropiperidin-3-amine C1(CC1)CN1C(=CC2=CC=CC=C12)C1=NC2=C(N1CC1=NOC=C1)C(=CC(=C2)C(=O)N2C[C@@H](C[C@H](C2)F)N)OC